1,4,5-trimethylimidazole CN1C=NC(=C1C)C